F[B-](F)(F)F.C[N+](=C(ON1N=NC2=C(C1=O)C=CC=C2)N(C)C)C N,N,N',N'-tetramethyl-O-(3,4-dihydro-4-oxo-1,2,3-benzotriazin-3-yl)uronium tetrafluoroborate